C(C)N1CCC(CC1)C1(OC2=C(O1)C(=CC(=C2C)C(=O)NCC=2C(NC(=CC2SC)C)=O)C=2C=NC(=NC2)N2CCOCC2)C 2-(1-ethylpiperidin-4-yl)-2,4-dimethyl-N-((6-methyl-4-(methylsulfanyl)-2-oxo-1,2-dihydropyridin-3-yl)methyl)-7-(2-morpholinopyrimidin-5-yl)benzo[d][1,3]dioxole-5-carboxamide